N-[2-[4-cyano-3-methyl-7-[4-(trifluoromethoxy)phenyl]benzimidazol-5-yl]ethyl]prop-2-enamide C(#N)C1=C(C=C(C=2N=CN(C21)C)C2=CC=C(C=C2)OC(F)(F)F)CCNC(C=C)=O